2-methyl-2-((2-oxo-4-(o-tolyl)-2H-chromen-7-yl)amino)propanoic acid CC(C(=O)O)(C)NC1=CC=C2C(=CC(OC2=C1)=O)C1=C(C=CC=C1)C